((R)-1-methylpyrrolidin-3-yl)carbamate CN1C[C@@H](CC1)NC([O-])=O